ClC1=NC2=CC=C(C=C2C(=N1)NCC1=CC(=CC=C1)Cl)C1N(C=CC=C1)C (2-chloro-4-((3-chlorobenzyl)amino)quinazolin-6-yl)-1-methylpyridin